4-bromobenzyl alcohol BrC1=CC=C(CO)C=C1